(S)-6-(5-amino-5,7-dihydrospiro[cyclopent[b]pyridin-6,4'-piperidin]-1'-yl)-3-(3-chloro-2-(cyclopropylamino)pyridin-4-yl)-5-methyl-2,5-dihydro-4H-pyrazolo[3,4-d]pyrimidin-4-one N[C@@H]1C=2C(=NC=CC2)CC12CCN(CC2)C=2N(C(C=1C(N2)=NNC1C1=C(C(=NC=C1)NC1CC1)Cl)=O)C